rac-(2R,3S,5R)-3-(3-ethyl-4-fluoro-2-methoxy-phenyl)-5-methyl-5-(trifluoromethyl)tetrahydrofuran-2-carboxylic acid C(C)C=1C(=C(C=CC1F)[C@H]1[C@@H](O[C@](C1)(C(F)(F)F)C)C(=O)O)OC |r|